COC=1C=C(CN2CCCC3=CC=CC=C23)C=CC1 1-(3-methoxybenzyl)-1,2,3,4-tetrahydroquinoline